NC1=CC=C(C=C1)C(CN1C(=NC2=C1C=CC=C2)C=2C(=NON2)NCCC#N)=O 3-(4-{1-[2-(4-amino-phenyl)-2-oxo-ethyl]-1H-benzoimidazol-2-yl}-furazan-3-ylamino)-propionitrile